C#CCCCCCCCCCCCCCCCCCC 1-Eicosyne